(4E)-11,11-dibutyloxy-4-undecenyltrimethylphosphonium bromide [Br-].C(CCC)OC(CCCCC/C=C/CCC[P+](C)(C)C)OCCCC